(2S,4R)-1-[(2S)-2-(4-cyclopropyltriazol-1-yl)-3,3-dimethyl-butanoyl]-4-hydroxy-N-[(1-methylbenzimidazol-2-yl)-phenyl-methyl]pyrrolidine-2-carboxamide C1(CC1)C=1N=NN(C1)[C@H](C(=O)N1[C@@H](C[C@H](C1)O)C(=O)NC(C1=CC=CC=C1)C1=NC2=C(N1C)C=CC=C2)C(C)(C)C